1-(2-chloropyrimidin-4-yl)cyclopropane-1-carboxylic acid ClC1=NC=CC(=N1)C1(CC1)C(=O)O